ClC=1C=C2C3=C(C(OC2=C2C1C=CC=C2)=O)[C@H]([C@@H](O3)C)C (1R,2S)-5-chloro-1,2-dimethyl-1,2-dihydro-11H-benzo[h]furo[3,2-c]chromen-11-one